benzyl(2,2-dimethoxyethyl)amine C(C1=CC=CC=C1)NCC(OC)OC